O1C=NC2=C1C=CC=C2 benzoOxazoline